O.C(CC(O)(C(=O)[O-])CC(=O)[O-])(=O)[O-].[Na+].[Na+].[Na+] trisodium citrate, Hydrate